N-(2,4-difluoro-3-(2-((1-methylpiperidin-4-yl)amino)quinazolin-6-yl)phenyl)-6-fluoro-1-hydroxy-2,3-dihydro-1H-indene-4-sulfonamide FC1=C(C=CC(=C1C=1C=C2C=NC(=NC2=CC1)NC1CCN(CC1)C)F)NS(=O)(=O)C=1C=2CCC(C2C=C(C1)F)O